C[C@]12[C@H]3CC[C@@]4(C(C=C[C@H]4[C@@H]3CC[C@H]2C[C@H](CC1)O[Si](C)(C)C)=O)C (3S,5S,8R,9S,10S,13S,14S)-10,13-Dimethyl-3-((trimethylsilyl)oxy)-1,2,3,4,5,6,7,8,9,10,11,12,13,14-tetradecahydro-17H-cyclopenta[a]phenanthren-17-one